[(2R,3R,4R,5R,6R)-5-acetamido-3,4-diacetoxy-6-[2-(2-oxoethoxy)ethoxy]tetrahydro-pyran-2-yl]methyl acetate C(C)(=O)OC[C@H]1O[C@H]([C@@H]([C@H]([C@H]1OC(C)=O)OC(C)=O)NC(C)=O)OCCOCC=O